2-(oxazole-4-carbonyl)-2,3,3a,4,10,10a-hexahydro-1H,7H-dipyrrolo[3,4-b:3',4'-f][1,4,5]oxathiazocine-8-carboxamide O1C=NC(=C1)C(=O)N1CC2NSC=3C(OCC2C1)=C(NC3)C(=O)N